N(C(=O)N)CCN ureidoethyl-amine